N-((7-(5-(Difluoromethyl)-1,3,4-Oxadiazol-2-Yl)Imidazo[1,2-a]Pyridin-2-Yl)Methyl)-N-(3-Fluorophenyl)-1-(Tetrahydro-2H-Pyran-4-Yl)Piperidine-4-Sulfonamide FC(C1=NN=C(O1)C1=CC=2N(C=C1)C=C(N2)CN(S(=O)(=O)C2CCN(CC2)C2CCOCC2)C2=CC(=CC=C2)F)F